C(#N)C=1C(=NC(=NC1)NC1=C(C=C(C=C1)N1CCC(CC1)N(C)CC(C)(C)O)NC(C=C)=O)NC1=C(C=CC=C1)OC(C)C N-(2-((5-cyano-4-((2-isopropoxyphenyl)amino)pyrimidin-2-yl)amino)-5-(4-((2-hydroxy-2-methylpropyl)(methyl)amino)piperidin-1-yl)phenyl)acrylamide